N-((1,2,3,5,6,7-hexahydro-s-indacen-4-yl)carbamoyl)cyclopentanesulfonamide C1CCC2=C(C=3CCCC3C=C12)NC(=O)NS(=O)(=O)C1CCCC1